ClC1=C(CN2CCC(CC2)CCN)C=CC=C1 (1-(2-chlorobenzyl)piperidin-4-yl)ethylamine